CN(CC(C1=CC=CC=C1)OC1=NC(=CC(=N1)N1CCOCC1)N1N=C(C=C1)C=1C=C(C=CC1)C)C N,N-dimethyl-2-((4-morpholino-6-(3-(m-tolyl)-1H-pyrazol-1-yl)pyrimidin-2-yl)oxy)-2-phenylethan-1-amine